2,2,2-trifluoroethyl 2-[isobutyl(2-pyridylmethyl)amino]-2-oxo-acetate C(C(C)C)N(C(C(=O)OCC(F)(F)F)=O)CC1=NC=CC=C1